3-benzyloxy-4-bromo-5-methyl-phenol C(C1=CC=CC=C1)OC=1C=C(C=C(C1Br)C)O